C(C)(C)(C)OC(=O)NC1(CC2=CC(=CC=C2CC1)OC1=CC2=CC=C(C=C2C=C1)F)C(=O)OC methyl 2-((tert-butoxycarbonyl) amino)-7-((6-fluoronaphthalen-2-yl) oxy)-1,2,3,4-tetrahydronaphthalen-2-carboxylate